(E)-3-(3-chloro-4-methylphenyl)-N-((2-(2,6-dioxopiperidin-3-yl)-1-oxoisoindolin-5-yl)methyl)-2-(methoxyimino)propanamide ClC=1C=C(C=CC1C)C\C(\C(=O)NCC=1C=C2CN(C(C2=CC1)=O)C1C(NC(CC1)=O)=O)=N/OC